tert-butyl (4-(3,5-dichlorophenoxy)phenethyl)carbamate ClC=1C=C(OC2=CC=C(CCNC(OC(C)(C)C)=O)C=C2)C=C(C1)Cl